1-(3-(((3-chloroisoquinolin-8-yl)oxy)methyl)azetidin-1-yl)ethanone ClC=1N=CC2=C(C=CC=C2C1)OCC1CN(C1)C(C)=O